C(C)OC(=O)C=1C=NN2C1N=C(C=C2)N2C[C@H](CCC2)O (S)-5-(3-hydroxypiperidin-1-yl)pyrazolo[1,5-a]pyrimidine-3-carboxylic acid ethyl ester